CN1N=CC(=C1)N(S(=O)(=O)[N-]C(NC1=C2CCC2=CC=2CCC12)=O)C[C@H]1OCCC1.[Na+] Sodium [(1-methyl-1H-pyrazol-4-yl)({[(2S)-oxolan-2-yl]methyl})sulfamoyl]-({tricyclo[6.2.0.03,6]deca-1,3(6),7-trien-2-yl}carbamoyl)azanide